tert-butyl (2S,4S)-2-(cyanomethyl)-4-(6-fluoro-8-methyl-7-(1-methyl-1H-indazol-6-yl)-4-(methylthio)-1H-[1,2,3]triazolo[4,5-c]quinolin-1-yl)piperidine-1-carboxylate C(#N)C[C@H]1N(CC[C@@H](C1)N1N=NC=2C(=NC=3C(=C(C(=CC3C21)C)C2=CC=C1C=NN(C1=C2)C)F)SC)C(=O)OC(C)(C)C